COC(=O)NC1=CC=C(C(=O)N[C@H](C(=O)OC(C)(C)C)CC2=CC=CC=C2)C=C1 (S)-tert-butyl 2-{4-[(methoxycarbonyl) amino] benzamido}-3-phenylpropionate